trimethylphenyl-ammonium formate C(=O)[O-].C[N+](C1=CC=CC=C1)(C)C